2,4-dichloro-5-(chloromethyl)pyrimidine ClC1=NC=C(C(=N1)Cl)CCl